perfluorobutyl-chlorodimethylsilane FC([Si](C(F)(F)F)(Cl)C(C(C(C(F)(F)F)(F)F)(F)F)(F)F)(F)F